FC(C(=O)[O-])(F)F.FC(C(=O)[O-])(F)F.COC=1C=C(C=C(C1OC)OC)C[N+]1=CC(=CC=C1)CC(=O)NN.COC=1C=C(C=C(C1OC)OC)C[N+]1=CC(=CC=C1)CC(=O)NN 2-[1-[(3,4,5-trimethoxyphenyl)methyl]pyridin-1-ium-3-yl]acethydrazide bistrifluoroacetate